4-[(1R)-1-(4-{[4-(trifluoromethyl)-1,3-thiazol-2-yl]amino}phenyl)ethyl]-1,2,5-oxadiazol-3-ol FC(C=1N=C(SC1)NC1=CC=C(C=C1)[C@@H](C)C=1C(=NON1)O)(F)F